NC1=C2C(=NC=N1)N(N=C2C2=CC=C(C=C2)CNC(C2=C(C=CC(=C2)F)OC)=O)C(C(CN(C(=O)N2N=CN=C2)C)C)C N-(3-(4-amino-3-(4-((5-fluoro-2-methoxybenzamido)methyl)phenyl)-1H-pyrazolo[3,4-d]pyrimidin-1-yl)-2-methylbutyl)-N-methyl-1H-1,2,4-triazole-1-carboxamide